C(C)(C)(C)OC(=O)N1[C@H](C[C@@H](C1)OS(=O)(=O)C)C (2S,4S)-2-methyl-4-methylsulfonyloxy-pyrrolidine-1-carboxylic acid tert-butyl ester